COC1=C(C(=O)C=2C(=C(C=CC2)P(CC(CC(C)(C)C)C)=O)C(C2=C(C=CC=C2OC)OC)=O)C(=CC=C1)OC bis(2,6-dimethoxybenzoyl)-2,4,4-trimethyl-pentylphenyl-phosphine oxide